BrC=1C=CC=C2C(CCOC12)CNC(OC(C)(C)C)=O tert-butyl N-[(8-bromochroman-4-yl)methyl]carbamate